2-[8-Ethynyl-7-fluoro-3-(methoxymethoxy)naphthalen-1-yl]-4,4,5,5-tetramethyl-1,3,2-dioxaborolane C(#C)C=1C(=CC=C2C=C(C=C(C12)B1OC(C(O1)(C)C)(C)C)OCOC)F